C(C1=CC=CC=C1)N1C2CCCCCN2CCC1 8-benzyl-1,8-diazabicyclo[5.4.0]undecane